N-((2-phenylimidazo[1,2-a]pyridin-3-yl)carbamoyl)-6,7-dihydro-5H-pyrazolo[5,1-b][1,3]oxazine-3-sulfonamide C1(=CC=CC=C1)C=1N=C2N(C=CC=C2)C1NC(=O)NS(=O)(=O)C=1C=NN2C1OCCC2